6-(2,6-difluorophenyl)-4-((1-(1-methylpiperidin-4-yl)-1H-pyrazol-4-yl)amino)pyridazine FC1=C(C(=CC=C1)F)C1=CC(=CN=N1)NC=1C=NN(C1)C1CCN(CC1)C